L-lysine dihydrate O.O.N[C@@H](CCCCN)C(=O)O